(Z)-tetradeca-7-en-1-yl acetate C(C)(=O)OCCCCCC\C=C/CCCCCC